C(C)N1N=C(C=C1)C(C)C 1-ethyl-3-(propan-2-yl)-1H-pyrazole